C(C)(C)(C)OC(NCC1=C(C=CC(=C1)C=1C=NNC1)F)=O 2-Fluoro-5-(1H-pyrazol-4-yl)benzyl-carbamic acid tert-butyl ester